FC(C(=O)O)(F)F.ClC1=C(C=CC=C1[C@]1(NC(N(C(C1)=O)[C@H]1C[C@H](OCC1)C)=N)C)NC(C1=C(C=CC(=C1)S(=O)(=O)C)OC)=O |o1:21,23| N-(2-Chloro-3-{(4S)-2-imino-4-methyl-1-[(2R*,4R*)-2-methyl-tetrahydropyran-4-yl]-6-oxo-hexahydropyrimidin-4-yl}phenyl)-2-methoxy-5-(methylsulfonyl)-benzamide trifluoroacetic acid salt